O=C1NC(CCC1N1C(C2=CC=CC(=C2C1=O)OCCCCCCOS(=O)(=O)C1=CC=C(C=C1)C)=O)=O.ClC1=NC=NC(=C1[C@@H](CC)C)Cl (R)-3-(4,6-dichloropyrimidin-5-yl)butan 6-((2-(2,6-dioxopiperidin-3-yl)-1,3-dioxoisoindolin-4-yl)oxy)hexyl-4-methylbenzenesulfonate